BrCC1=CC=CC=N1 6-(bromomethyl)pyridin